CN1C2CCC(C1)(C2)C=2SC1=C(N2)C=C(C=C1)[C@@H]1NC[C@H](CC1)C 2-(2-methyl-2-azabicyclo[2.2.1]heptan-4-yl)-5-((2R,5S)-5-methylpiperidin-2-yl)benzo[d]thiazole